CN1C(N(CC=2C1=NC(=NC2)SC)CC2=C(C=CC=C2)[N+](=O)[O-])=O 1-methyl-7-(methylsulfanyl)-3-(2-nitrobenzyl)-3,4-dihydropyrimido[4,5-d]pyrimidin-2(1H)-one